tetrasodium (1-hydroxyethane-1,1-diyl)bisphosphonate OC(C)(P([O-])([O-])=O)P([O-])([O-])=O.[Na+].[Na+].[Na+].[Na+]